C(C)(C)(C)OC1=NC=C(C(=N1)OC(C)(C)C)C=1C=C2C(=NN1)N(N=C2OC(C)C)C 5-(2,4-ditert-butoxypyrimidin-5-yl)-3-isopropoxy-1-methyl-pyrazolo[3,4-c]pyridazine